OC(C(=O)O)(C)C hydroxyisobutyric acid